N1(CCCCC1)C1=CC=C(C=C1)CN1C(C(C2=CC=CC=C12)=O)=O 1-[[4-(1-piperidyl)phenyl]methyl]indoline-2,3-dione